O=C1NC(CC[C@@H]1N1C(C2=CC=C(C=C2C1)N1CCN(CC1)CC1CCN(CC1)C1=C(C=C(C(=O)OC(C)(C)C)C=C1)F)=O)=O tert-butyl (S)-4-(4-((4-(2-(2,6-dioxopiperidin-3-yl)-1-oxoisoindolin-5-yl)piperazin-1-yl)methyl)piperidin-1-yl)-3-fluorobenzoate